3-(4-((3-(4-chlorophenyl)-[1,2,4]triazolo[3,4-b][1,3,4]thiadiazol-6-yl)thio)butoxy)-5,7-dimethoxy-2-(3,4,5-trimethoxyphenyl)-4H-chromen-4-one ClC1=CC=C(C=C1)C1=NN=C2SC(=NN21)SCCCCOC2=C(OC1=CC(=CC(=C1C2=O)OC)OC)C2=CC(=C(C(=C2)OC)OC)OC